5-(7-bromo-1H-pyrazolo[3,4-c]pyridin-5-yl)thiazole BrC=1N=C(C=C2C1NN=C2)C2=CN=CS2